COC(=O)C1=CC2=C(NC(C(N2C2=CC(=C(C=C2)C)OC2=CC=CC=C2)=O)=O)S1 Methyl-1-(4-methyl-3-phenoxyphenyl)-2,3-dioxo-1,2,3,4-tetrahydrothieno[2,3-b]pyrazine-6-carboxylate